FC1=CC(=C2CN(C(C2=C1)=O)C1C(NC(CC1)=O)=O)C1CCNCC1 3-(6-fluoro-1-oxo-4-(piperidin-4-yl)isoindol-2-yl)piperidine-2,6-dione